tert-butyl (2R,5S)-4-(2-(cyanomethyl)-4-methyl-5-oxo-4,5-dihydrothiazolo[5,4-b]pyridin-7-yl)-2,5-dimethylpiperazine-1-carboxylate C(#N)CC=1SC=2N(C(C=C(C2N1)N1C[C@H](N(C[C@@H]1C)C(=O)OC(C)(C)C)C)=O)C